C(=O)O.C(C1=CC=CC=C1)N1C[C@H](CC1)N(C=1C=CC(=NC1C)S(=O)(=O)NC=1N=CSC1)C (S)-5-((1-Benzylpyrrolidin-3-yl)(methyl)amino)-6-methyl-N-(thiazol-4-yl)pyridine-2-sulfonamide formate salt